pentamethylcyclopentadienyl-(1-benzyl-benz[f]indenyl)hafnium CC1=C(C(=C(C1([Hf]C=1CC=2C=C3C(=CC2C1CC1=CC=CC=C1)C=CC=C3)C)C)C)C